(S)-1-(5H-pyrrolo[2,3-b]pyrazine-6-carbonyl)-N-(3,4,5-trifluorophenyl)pyrrolidine-3-carboxamide N1=C2C(=NC=C1)NC(=C2)C(=O)N2C[C@H](CC2)C(=O)NC2=CC(=C(C(=C2)F)F)F